COC=1C=C(C=CC1)/C=C/CC(=O)O (3E)-4-(3-methoxyphenyl)but-3-enoic acid